CN(CCOC1=CC=C(C(=O)O[Li])C=C1)C lithio 4-[2-(dimethylamino)ethoxy]benzoate